FC=1C=CC(=C(C1)C1CCN(CC1)[C@@H]1COC2(CN(C2)C=2SC=NN2)C1)O[C@@H]1COCC1 (S)-7-(4-(5-fluoro-2-(((S)-tetrahydrofuran-3-yl)oxy)phenyl)piperidin-1-yl)-2-(1,3,4-thiadiazol-2-yl)-5-oxa-2-azaspiro[3.4]octane